(2R)-2-[[4-(2,6-dimethylphenyl)-7-quinolyl]oxy]-1-(3,5-dimethylpiperazin-1-yl)propan-1-one CC1=C(C(=CC=C1)C)C1=CC=NC2=CC(=CC=C12)O[C@@H](C(=O)N1CC(NC(C1)C)C)C